ClC1=CC(=C(C2=C1O[C@](O2)(C)C2CCC(CC2)N2CC(C2)OC)C)C(=O)NCC=2C(NC(=CC2SC)C)=O (2R)-7-chloro-2-(4-(3-methoxyazetidin-1-yl)cyclohexyl)-2,4-dimethyl-N-((6-methyl-4-(methylthio)-2-oxo-1,2-dihydropyridin-3-yl)methyl)benzo[d]-[1,3]dioxole-5-carboxamide